(E)-1-((1R,2S,3R,4R)-4-((S)-(4-chlorophenyl)(hydroxy)methyl)-2,3-dihydroxycyclopentyl)-1,7-dihydro-4H-pyrazolo[3,4-d]pyrimidin-4-one O-methyl oxime CO\N=C\1/C2=C(NC=N1)N(N=C2)[C@H]2[C@@H]([C@@H]([C@H](C2)[C@H](O)C2=CC=C(C=C2)Cl)O)O